C1(=CC=CC=C1)CC(C)S(=O)(=O)Cl phenylpropane-2-sulfonyl chloride